2-(4-(3-(4,5-Dihydropyrrolo[1,2-a]quinoxalin-4-yl)pyridin-2-yl)piperazin-1-yl)-N,N-dimethylacetamide C1=CC=C2N1C1=CC=CC=C1NC2C=2C(=NC=CC2)N2CCN(CC2)CC(=O)N(C)C